C(CC)OC(=O)C1(CCC(CC1)=O)N n-Propyl-1-amino-4-oxocyclohexancarboxylat